ClC1=C(C(=O)N(CCC2CCNCC2)C)C=CC(=C1)NC=1C=2N(C=CN1)C(=CN2)C2=C(C(=C(C=C2)CC#N)F)F 2-chloro-4-[[3-[4-(cyanomethyl)-2,3-difluoro-phenyl]imidazo[1,2-a]pyrazin-8-yl]amino]-N-methyl-N-[2-(4-piperidyl)ethyl]benzamide